C(CC)C1(C(=CC(=C1)CCC)CCC)[Hf](N(C)CC)(N(C)CC)N(CC)C (1,2,4-tri-n-propylcyclopentadienyl)tris(methylethylamino)hafnium